FC1=NC(=CC=C1C=1C=C2C(=C(C=NC2=CC1)C(=O)NCCC(C)(C)O)NC(C)C)F 6-(2,6-difluoropyridin-3-yl)-N-(3-hydroxy-3-methylbutyl)-4-(isopropylamino)quinoline-3-carboxamide